4-(3,4,5-trimethoxyphenyl)-2,6-bis(4-aminophenyl)pyridine COC=1C=C(C=C(C1OC)OC)C1=CC(=NC(=C1)C1=CC=C(C=C1)N)C1=CC=C(C=C1)N